BrC1=C(C(=C(C=C1)N1CC(CC1)N(C)C)F)F 1-(4-bromo-2,3-difluorophenyl)-N,N-dimethylpyrrolidine-3-amine